FC1=CC=C(C=C1)C1=CC(=C(C=N1)CNC(CC)=O)C1=NN2C(CCCC2)=C1 N-((6-(4-fluorophenyl)-4-(4,5,6,7-tetrahydropyrazolo[1,5-a]pyridin-2-yl)pyridin-3-yl)methyl)propionamide